FC=1C=C2CC3(CCNCC3)CC2=CC1 (S)-5-fluoro-1,3-dihydrospiro[indene-2,4'-piperidine]